6-(5-(4-(4-acetylpiperazin-1-yl)-3-(trifluoromethyl)phenyl)-2-aminopyridin-3-yl)-3,4-dihydroisoquinolin-1(2H)-one C(C)(=O)N1CCN(CC1)C1=C(C=C(C=C1)C=1C=C(C(=NC1)N)C=1C=C2CCNC(C2=CC1)=O)C(F)(F)F